ClCC1=CC=C(C(=O)N(C)CCOC)C=C1 4-(Chloro-methyl)-N-(2-methoxyethyl)-N-methylbenzamide